9-(2-(3,5-dimethylpiperidin-1-yl)pyrimidin-5-yl)-6,7-dimethoxynaphtho[2,3-c]furan-1(3H)-one CC1CN(CC(C1)C)C1=NC=C(C=N1)C1=C2C=C(C(=CC2=CC2=C1C(OC2)=O)OC)OC